N-(5-cyano-6-(difluoromethoxy)pyridin-3-yl)-2-fluoro-6,7-dihydrospiro[cyclopenta[e]pyrazolo[1,5-a]pyrimidine-8,1'-cyclopropane]-6-carboxamide C(#N)C=1C=C(C=NC1OC(F)F)NC(=O)C1CC2(CC2)C2=C1C=NC=1N2N=C(C1)F